(S)-2-((S)-3,3-Difluorocyclopentyl)-2-(4-(2-methyl-2H-tetrazol-5-yl)phenyl)-N-(3-(trifluoromethyl)-1,2,4-thiadiazol-5-yl)acetamide FC1(C[C@H](CC1)[C@H](C(=O)NC1=NC(=NS1)C(F)(F)F)C1=CC=C(C=C1)C=1N=NN(N1)C)F